C(C)[C@@H]1N(CC2=CC(=CC(=C2C1)F)C(=O)NO)CC1C[C@H]2CC[C@@H](C1)N2C (S)-3-ethyl-5-fluoro-N-hydroxy-2-(((1R,3s,5S)-8-methyl-8-azabicyclo[3.2.1]octan-3-yl)methyl)-1,2,3,4-tetrahydroisoquinoline-7-carboxamide